CC1=CC=C(C=C1)S(=O)(=O)[O-].C(CCC)N1C=[N+](C=C1)C 1-butyl-3-methylimidazolium p-methylbenzenesulfonate salt